N1C(=NC2=C1C=CC=C2)C(=O)N2CC1=C(N=C(NC1=O)C1(CC1)C1=CC=CC=C1)CC2 6-(1H-benzo[d]imidazole-2-carbonyl)-2-(1-phenylcyclopropyl)-5,6,7,8-tetrahydropyrido[4,3-d]pyrimidin-4(3H)-one